dimethyl 1,3,5-triisopropylphenylboronate C(C)(C)C1(CC(=CC(=C1)C(C)C)C(C)C)B(OC)OC